C[Si](CCOCN1C=NC2=C1CN(C2)C(C)=O)(C)C 1-(((2-(trimethylsilyl)ethoxy)methyl)-4,6-dihydropyrrolo[3,4-d]imidazol-5(1H)-yl)ethan-1-one